4-[[(2R,3S,4R,5R)-3-(5-Chloro-3,4-difluoro-2-methoxyphenyl)-4,5-dimethyl-5-(trifluoromethyl)tetrahydrofuran-2-carbonyl]amino]pyridin-2-carboxamid ClC=1C(=C(C(=C(C1)[C@H]1[C@@H](O[C@]([C@@H]1C)(C(F)(F)F)C)C(=O)NC1=CC(=NC=C1)C(=O)N)OC)F)F